1-[3-(2-Hydroxyphenyl)-5-(4-methoxynaphthalen-1-yl)-4,5-dihydropyrazol-1-yl]-ethanone OC1=C(C=CC=C1)C1=NN(C(C1)C1=CC=C(C2=CC=CC=C12)OC)C(C)=O